7-(8-chloronaphthalen-1-yl)-8-fluoropyrido[4,3-d]pyrimidine ClC=1C=CC=C2C=CC=C(C12)C1=C(C=2N=CN=CC2C=N1)F